4-(4-bromobutoxy)benzaldehyde BrCCCCOC1=CC=C(C=O)C=C1